CN(C(C(=O)C1=CC=C(C=C1)N1CCOCC1)(CC)CC1=CC=C(C=C1)C)C 2-(dimethylamino)-2-[(4-methylphenyl)methyl]-1-[4-(morpholin-4-yl)phenyl]butan-1-one